FC(C1=NN=C(O1)C1=CC(=C(CN(C(=S)N2CCC3(CNC3)CC2)C2=CC(=C(C=C2)F)F)C=C1)F)F N-(4-(5-(difluoromethyl)-1,3,4-oxadiazol-2-yl)-2-fluorobenzyl)-N-(3,4-difluorophenyl)-2,7-diazaspiro[3.5]nonane-7-thioamide